(9H-Fluoren-9-yl)methyl (22-ethyl-2,2-dimethyl-4,21-dioxo-3,8,11,14,17-pentaoxa-5,20-diazatetracosan-22-yl)carbamate C(C)C(C(NCCOCCOCCOCCOCCNC(OC(C)(C)C)=O)=O)(CC)NC(OCC1C2=CC=CC=C2C=2C=CC=CC12)=O